6-chloro-N-[(1s,4s)-4-{[2-(trifluoromethyl)imidazo[1,2-a]pyridin-5-yl]amino}cyclohexyl]imidazo[1,2-b]pyridazine-2-carboxamide ClC=1C=CC=2N(N1)C=C(N2)C(=O)NC2CCC(CC2)NC2=CC=CC=1N2C=C(N1)C(F)(F)F